N1=C(C=CC=C1)C(O)C=1N(C(=CN1)CC1=CC=NC=C1)COCC[Si](C)(C)C Pyridin-2-yl(5-(pyridin-4-ylmethyl)-1-((2-(trimethylsilyl)ethoxy)methyl)-1H-imidazol-2-yl)methanol